6-[3-chloro-4-(cyclopropylmethoxy)phenyl]-N-[[2-(2,2,2-trifluoroethoxy)-3-pyridyl]methyl]pyridazine-4-carboxamide ClC=1C=C(C=CC1OCC1CC1)C1=CC(=CN=N1)C(=O)NCC=1C(=NC=CC1)OCC(F)(F)F